C(CCCCCCCC)(=O)OCCN(C(C=CC(NCCOCCN(C)C)=O)=O)CCOC(CCCCCCCC)=O 2-methyl-9,12-dioxo-13-{2-[(1-oxononyl) oxy] ethyl}-5-oxa-2,8,13-triazapentadec-10-en-15-yl nonanoate